BrCC1C(C1)C(=O)OCC ethyl 2-(bromomethyl)cyclopropanecarboxylate